ClC1=NC=C(C(=C1)C1=C(C=NC(=C1)C)C(=O)NC=1SC2=C(N1)CN(C2)C(=O)C2CC(C2)OC(F)F)OC 2'-chloro-N-(5-((1s,3s)-3-(difluoromethoxy)cyclobutane-1-carbonyl)-5,6-dihydro-4H-pyrrolo[3,4-d]thiazol-2-yl)-5'-methoxy-6-methyl-[4,4'-bipyridine]-3-carboxamide